methyl 4-[[5-[2-(2-amino-3-pyridyl)-5-phenyl-imidazo[4,5-b]pyridin-3-yl]-6-methyl-2-pyridyl]carbamoyl]cyclohexanecarboxylate NC1=NC=CC=C1C1=NC=2C(=NC(=CC2)C2=CC=CC=C2)N1C=1C=CC(=NC1C)NC(=O)C1CCC(CC1)C(=O)OC